1-ethanesulfonyl-benzimidazole C(C)S(=O)(=O)N1C=NC2=C1C=CC=C2